2-((2-(2-((tert-butyldiphenylsilyl)oxy)ethyl)cyclopropyl)methyl)isoindoline-1,3-dione [Si](C1=CC=CC=C1)(C1=CC=CC=C1)(C(C)(C)C)OCCC1C(C1)CN1C(C2=CC=CC=C2C1=O)=O